BrC=1C=C(C2=C(N(C(=N2)NC(CC(C)(C)C)=O)C2CCC2)C1)OC N-(6-bromo-1-cyclobutyl-4-methoxy-1H-benzo[d]imidazol-2-yl)-3,3-dimethylbutanamide